rac-3-fluoro-4-((2-(trans-4-hydroxytetrahydro-2H-pyran-3-yl)-6,7-dimethyl-3-oxo-2,3-dihydro-1H-isoindol-5-yl)methyl)benzonitrile FC=1C=C(C#N)C=CC1CC=1C=C2C(N(CC2=C(C1C)C)[C@@H]1COCC[C@H]1O)=O |r|